Cl.CN1N=NC2=C1C=CC(=C2C)C(CC(=O)OCC)C2=CC=C1CC3C(NCC3)C1=C2 Ethyl 3-(1,4-dimethyl-1H-benzo[d][1,2,3]triazol-5-yl)-3-(1,2,3,3a,4,8b-hexahydroindeno[1,2-b]pyrrol-7-yl)propanoate, hydrochloride